NC1=CC(=C(C(=N1)C1=C(C=C2C(=NC(=NC2=C1)OC[C@H]1N(CCC1)C)N1CC(N(CC1)C(C(=C)F)=O)CC#N)Cl)C(F)(F)F)C 2-[4-[7-[6-amino-4-methyl-3-(trifluoromethyl)-2-pyridyl]-6-chloro-2-[[(2S)-1-methylpyrrolidin-2-yl]methoxy]quinazolin-4-yl]-1-(2-fluoroprop-2-enoyl)piperazine-yl]acetonitrile